(E)-3-(4-methylbenzylidene)-2-(4-methylphenyl)-2,3-dihydro-4H-1-benzopyran-4-one CC1=CC=C(\C=C\2/C(OC3=C(C2=O)C=CC=C3)C3=CC=C(C=C3)C)C=C1